O=C1NC(CCC1N1C(C2=CC=C(C=C2C1=O)OCCOCCOCCN(C=1C=C(C=CC1)N1C(=NC2=C1C=CC(=C2)F)NC(C2=CC(=CC=C2)C(F)(F)F)=O)C)=O)=O N-(1-(3-((2-(2-(2-((2-(2,6-dioxopiperidin-3-yl)-1,3-dioxoisoindolin-5-yl)oxy)ethoxy)ethoxy)ethyl)(methyl)amino)phenyl)-5-fluoro-1H-benzo[d]imidazol-2-yl)-3-(trifluoromethyl)benzamide